FC1=C(C(=NC(=N1)C1=CC(=C(C=C1/C=C/C(=O)O)O)O)F)F trifluoro-pyrimidine-caffeic acid